C(N)(=N)N1CC(C1)(C(=O)O)O 1-carbamimidoyl-3-hydroxyazetidine-3-carboxylic acid